FC=1C(=C(C=C(C1)F)[Ir+]CC1=NC=CC=C1)C1=NC=CC=C1 3,5-difluoro-2-(2-pyridyl)phenyl-(picolinyl)iridium (III)